OC1=C(C=C(C=C1)C1(C(NC2=C(C=CC=C12)C(F)(F)F)=O)C1=CC=C(C=C1)OC(F)(F)F)C 3-(4-hydroxy-3-methylphenyl)-3-(4-(trifluoromethoxy)phenyl)-7-(trifluoromethyl)indolin-2-one